C(C)(=O)O[C@@H](CC)[C@H]1O[C@H]([C@@H]([C@H]1F)OC(C)=O)N1C=2N=C(NC(C2N(C1=O)CCSC)=O)NC(C)=O (S)-1-((2R,3S,4S,5R)-5-(2-Acetamido-7-(2-(methylthio)ethyl)-6,8-dioxo-1,6,7,8-tetrahydro-9H-purin-9-yl)-4-acetoxy-3-fluorotetrahydrofuran-2-yl)propyl acetate